9-(2-(((2S,4R)-1-((S)-2-(1-fluorocyclopropanecarboxamido)-3,3-dimethylbutanoyl)-4-hydroxypyrrolidine-2-carboxamido)methyl)-5-(4-methylthiazol-5-yl)phenoxy)nonanoic acid FC1(CC1)C(=O)N[C@H](C(=O)N1[C@@H](C[C@H](C1)O)C(=O)NCC1=C(OCCCCCCCCC(=O)O)C=C(C=C1)C1=C(N=CS1)C)C(C)(C)C